C(C1=CC=CC=C1)OC1=NC(=CC=C1C1=NN(C2=CC(=CC=C12)N1C[C@@H](CC1)C(=O)N1CCN(CC1)C(=O)OC(C)(C)C)C)OCC1=CC=CC=C1 tert-butyl (R)-4-(1-(3-(2,6-bis(benzyloxy)pyridin-3-yl)-1-methyl-1H-indazol-6-yl)pyrrolidine-3-carbonyl)piperazine-1-carboxylate